tricyclopropyl-λ5-bismuthanimine C1(CC1)[Bi](=N)(C1CC1)C1CC1